1-(4-{[(2-fluorophenyl)acetyl]amino}-2-sulfamoylphenyl)-1H-pyrazole-4-carboxylic acid ethyl ester C(C)OC(=O)C=1C=NN(C1)C1=C(C=C(C=C1)NC(CC1=C(C=CC=C1)F)=O)S(N)(=O)=O